1-dodecyl-1-butylpiperidinium chloride [Cl-].C(CCCCCCCCCCC)[N+]1(CCCCC1)CCCC